butylphenyl-α-naphthylamine C(CCC)N(C1=CC=CC2=CC=CC=C12)C1=CC=CC=C1